N[C@H]1CCC2=CC(=CC=C12)N1C(=NC=2C1=NC(=CC2)Cl)C=2C(=NC=CC2)N 3-{3-[(1S)-1-amino-2,3-dihydro-1H-inden-5-yl]-5-chloroimidazo[4,5-b]pyridin-2-yl}pyridin-2-amine